3-(Dimethylamino)azelaic acid CN(C(CC(=O)O)CCCCCC(=O)O)C